C(#N)CC[C@H]1[C@@H](C1)C1=CC(=C(N1C1=CC=C(C#N)C=C1)C)C(CN1C2[C@@H](CC1CC2)O)=O (+-)-4-(5-((1R,2R)-2-(2-cyanoethyl)cyclopropyl)-3-(2-((2R)-2-hydroxy-7-azabicyclo[2.2.1]heptan-7-yl)acetyl)-2-methyl-1H-pyrrol-1-yl)benzonitrile